tert-butyl 3-(6-(4-(7-ethyl-2-methyl-2H-pyrazolo[4,3-b]pyridin-5-yl)-2-(methoxymethoxy)phenyl)pyridazin-3-yl)azetidine-1-carboxylate C(C)C=1C=2C(N=C(C1)C1=CC(=C(C=C1)C1=CC=C(N=N1)C1CN(C1)C(=O)OC(C)(C)C)OCOC)=CN(N2)C